2,2-bis(4-methacryloyloxytetraethoxyphenyl)propane C(C(=C)C)(=O)OC1=C(C(=C(C(=C1OCC)OCC)C(C)(C)C1=C(C(=C(C(=C1OCC)OCC)OC(C(=C)C)=O)OCC)OCC)OCC)OCC